FC1=C(C(=O)N([C@H]2CNCCC2)C2=NC=CC3=CC=CC(=C23)C)C=CC(=C1)NC1=NC=CC(=N1)NCC=1C=NN(C1)C (R)-2-fluoro-4-((4-(((1-methyl-1H-pyrazol-4-yl)methyl)amino)pyrimidin-2-yl)amino)-N-(8-methylisoquinolin-1-yl)-N-(piperidin-3-yl)benzamide